BrC=1C=CC=2N(C1)C=CN2 6-bromoimidazolo[1,2-a]pyridine